C1NCC2N1C1=CC=CC=C1N=C2 tetrahydroimidazo[1,5-a]quinoxalin